C(C)(=O)O[C@H]([C@@H](CN=[N+]=[N-])OC(C)=O)[C@@H]1O[C@](C[C@@H]([C@H]1NC(COC(C)=O)=O)OC(C)=O)(C(=O)OC)SC(C)=O (1R,2R)-1-((2R,3R,4S,6S)-4-acetoxy-3-(2-acetoxyacetamido)-6-(acetylthio)-6-(methoxycarbonyl)tetrahydro-2H-pyran-2-yl)-3-azidopropane-1,2-diyl diacetate